4-((5-Trifluoromethylthiophene-3-yl)methyl)-6,6-dimethyl-5-oxo-5,6-dihydro-4H-thieno[3,2-b]pyrrole-2-carboxylic acid FC(C1=CC(=CS1)CN1C2=C(C(C1=O)(C)C)SC(=C2)C(=O)O)(F)F